C(C)(C)C1=NC=NC(=C1C=1N=CC2=C(N1)C(=CN2)CC2=CC=C(C=C2)C=2N(C=C(N2)C(F)(F)F)C)OC 2-(4-isopropyl-6-methoxy-pyrimidin-5-yl)-7-[[4-[1-methyl-4-(trifluoromethyl)imidazol-2-yl]phenyl]methyl]-5H-pyrrolo[3,2-d]pyrimidine